The molecule is a tetrahydronicotinamide adenine dinucleotide obtained by formal stero- and regioselective hydration across the 2,3-double bond in the nicotinyl ring of NADPH, with the hydroxy group located at position 2, having (R)-configuration. It is a tetrahydronicotinamide adenine dinucleotide and a hemiaminal. It derives from a NADPH. It is a conjugate acid of a (R)-NADPHX(4-). C1CC(=CN([C@@H]1O)[C@H]2[C@@H]([C@@H]([C@H](O2)COP(=O)(O)OP(=O)(O)OC[C@@H]3[C@H]([C@H]([C@@H](O3)N4C=NC5=C(N=CN=C54)N)OP(=O)(O)O)O)O)O)C(=O)N